COC(CC=1NC(C(=C(N1)O)OC)=O)=O (4-hydroxy-5-methoxy-6-oxo-1H-pyrimidin-2-yl)acetic acid methyl ester